CN(CCCC[C@H](NC([C@@H](NC(CCCC#CC=1C=NC(=NC1)S(=O)(=O)C)=O)C(C)C)=O)C(=O)O)C N6,N6-dimethyl-N2-((6-(2-(methylsulfonyl)pyrimidin-5-yl)hex-5-ynoyl)-L-valyl)-Z-lysine